ClC=1C=CC=2N(C1)N=CC2S(=O)(=O)NC=2C(=NC(=C(C2)F)OC(F)F)OC 6-chloro-N-(6-(difluoromethoxy)-5-fluoro-2-methoxypyridin-3-yl)pyrazolo[1,5-a]pyridine-3-sulfonamide